C1(CCCCC1)CN1C(C2=C(C=CC=C2C(=N1)CCCC)OCCC)=O 2-(cyclohexylmethyl)-4-butyl-8-propoxy-phthalazin-1(2H)-one